ClC1=CC=C(S1)CSC1=C(C(=NN1C(=O)C=1OC=CC1)C1C(N(CC1C)C(=O)N1CCOCC1)C(=O)O)C#N 3-(5-{[(5-chlorothiophen-2-yl)methyl]sulfanyl}-4-cyano-1-(furan-2-carbonyl)-1H-pyrazol-3-yl)-4-methyl-1-(morpholine-4-carbonyl)pyrrolidine-2-carboxylic acid